N[C@H]1C[C@H](CC1)NC=1C=2N(N=CC1C(=NC1=C(C=CC(=C1)F)Cl)N)C=C(C2)C=2C=NC(=CC2CC)OC 4-[[cis-3-aminocyclopentyl]amino]-N'-(2-chloro-5-fluoro-phenyl)-6-(4-ethyl-6-methoxy-3-pyridyl)pyrrolo[1,2-b]pyridazine-3-carboxamidine